4-(3-((1'-(4-((5-chloro-4-((2-(dimethylphosphoryl)phenyl)amino)pyrimidin-2-yl)amino)-3-methoxyphenyl)-[4,4'-bipiperidin]-1-yl)methyl)azetidin-1-yl)-N-(2,6-dioxopiperidin-3-yl)benzamide ClC=1C(=NC(=NC1)NC1=C(C=C(C=C1)N1CCC(CC1)C1CCN(CC1)CC1CN(C1)C1=CC=C(C(=O)NC2C(NC(CC2)=O)=O)C=C1)OC)NC1=C(C=CC=C1)P(=O)(C)C